4-methyl-N-(4-(morpholin-2-yl)phenyl)-5-(trifluoromethyl)-1H-pyrazole-3-carboxamide CC=1C(=NNC1C(F)(F)F)C(=O)NC1=CC=C(C=C1)C1CNCCO1